OC1=C(C=CC(=C1)O)C(CCC(=O)N(CCOC)CCOC)C 4-(2,4-dihydroxyphenyl)-N,N-bis(2-methoxyethyl)pentanamide